3-(9-(6-amino-4-methyl-3-(trifluoromethyl)pyridin-2-yl)-8-chloro-5,6-dihydro-4H-[1,4]oxazepino[5,6,7-de]quinazolin-4-yl)propanenitrile NC1=CC(=C(C(=N1)C=1C(=C2C=3C(=NC=NC3C1)N(CCO2)CCC#N)Cl)C(F)(F)F)C